CC1=CC=C(C=C1)C1=CC=C(C=C1)C(N)=S 4'-methylbiphenyl-4-carbothioamide